N-(6-((5-bromo-2-((2-methoxy-5-methyl-4-(4-(4-methylpiperazin-1-yl)piperidin-1-yl)phenyl)Amino)pyrimidin-4-yl)amino)benzofuran-5-yl)-N-methylmethanesulfonamide BrC=1C(=NC(=NC1)NC1=C(C=C(C(=C1)C)N1CCC(CC1)N1CCN(CC1)C)OC)NC1=CC2=C(C=CO2)C=C1N(S(=O)(=O)C)C